N[C@H](C(=O)O)CC=1C=NC(=CC1)C=1C=NN(C1)CCCN (S)-2-amino-3-(6-(1-(3-aminopropyl)-1H-pyrazol-4-yl)pyridin-3-yl)propanoic acid